NC1=NC2=C(C=3N1N=C(N3)C3=NC=CC=C3)C(=C(N2CCN2CCN(CC2)C2=NC=CC=N2)C(=O)OC)C methyl 5-amino-9-methyl-2-(pyridin-2-yl)-7-(2-(4-(pyrimidin-2-yl)piperazin-1-yl)ethyl)-7H-pyrrolo[3,2-e][1,2,4]triazolo[1,5-c]pyrimidine-8-carboxylate